COC1=C(C=C(C=C1)CC1=CC(=CC=C1)C(F)(F)F)NC(=O)C1N(C(CC1)=O)C N-(2-Methoxy-5-(3-(trifluoromethyl)benzyl)phenyl)-1-methyl-5-oxopyrrolidine-2-carboxamide